Cl.C(C)N=C=NCCCN(C)C 3-(ethyliminomethyleneamino)-N,N-dimethyl-propane-1-amine hydrochloride